P(=O)(O)(Cl)Cl.P(=O)(O)(Cl)Cl.OC1=CC=C(C=C1)C(C)(C)C1=CC=C(C=C1)O bisphenol A bis(dichlorophosphate)